BrC=1N=CC(=NC1)O[C@@H]1C[C@@H](N(C1)C(=O)O)C (2S,4R)-4-((5-bromopyrazin-2-yl)oxy)-2-methylpyrrolidine-1-carboxylic acid